hydroquinone bis(2,4-di-t-butylphenyl)phosphate C(C)(C)(C)C1=C(C=CC(=C1)C(C)(C)C)OP(=O)(OC1=C(C=C(C=C1)C(C)(C)C)C(C)(C)C)O.C1(O)=CC=C(O)C=C1